N-(1-((S)-3-((S)-sec-butyl)-2-oxo-2,3,4,5-tetrahydro-1H-benzo[e][1,4]diazepine-4-carbonyl)pyrrolidin-3-yl)-N-methylacetamide [C@H](C)(CC)[C@@H]1N(CC2=C(NC1=O)C=CC=C2)C(=O)N2CC(CC2)N(C(C)=O)C